NC(CN)N di-aminoethyl-amine